C1(CCCCC1)N(CCCCCCCC)CCCCCCCC N-cyclohexyl-N,N-dioctylamine